O1CCN(C2=C1C=CC=C2)NC(=O)C2=NC1=C(N2C(C)C)C=CC=C1C1=C(C(=CC(=C1)F)F)F N-(2,3-dihydro-1,4-benzoxazin-4-yl)-1-isopropyl-4-(2,3,5-trifluorophenyl)-1,3-benzodiazole-2-carboxamide